N-((3-(trifluoromethyl)pyridin-2-yl)methyl)pyrazine-2-carboxamide FC(C=1C(=NC=CC1)CNC(=O)C1=NC=CN=C1)(F)F